methyl-(2-oxocyclohexyl)sulfonium trifluoromethanesulfonate FC(S(=O)(=O)[O-])(F)F.C[SH+]C1C(CCCC1)=O